1,2-Di-O-acetyl-3-azido-3-deoxy-5-O-(p-toluoyl)-D-ribofuranose C(C)(=O)OC1[C@H](OC(C)=O)[C@@H]([C@H](O1)COC(=O)C1=CC=C(C=C1)C)N=[N+]=[N-]